N[C@@H]([C@H](O)C)C(=O)C1(C2=NC=NC2=NC(=N1)C(N)=O)N 6-threonyl-carbamoyladenine